2-ethyl-1-methyl-1,5-pentanediol C(C)C(C(O)C)CCCO